BrC1=C(C=C(C(=C1)Br)OC)S(=O)(=O)NC(CNC1=CC=C(C=C1)F)CCCC 2,4-dibromo-N-(1-((4-fluorophenyl)amino)hexane-2-yl)-5-methoxybenzenesulfonamide